(S)-N-((1R,5S,8s)-3-(5-(6-(3-cyanopyrrolo[1,2-b]pyridazin-7-yl)-4-(isopropylamino)pyridin-3-yl)-1,3,4-thiadiazol-2-yl)-3-azabicyclo[3.2.1]octan-8-yl)-2-hydroxypropanamide C(#N)C1=CC=2N(N=C1)C(=CC2)C2=CC(=C(C=N2)C2=NN=C(S2)N2C[C@H]1CC[C@@H](C2)C1NC([C@H](C)O)=O)NC(C)C